8-chloro-1-(1'H,3H-spiro[2-benzofuran-1,4'-piperidin]-1'-yl)-4H-[1,2,4]triazolo[4,3-a][1]benzazepin-5(6H)-one ClC=1C=CC2=C(CC(CC=3N2C(=NN3)N3CCC2(CC3)OCC3=C2C=CC=C3)=O)C1